ethyl (S)-3,6-dimethyl-4-oxo-4,5,6,7-tetrahydro-2H-pyrrolo[3,4-c]pyridine-1-carboxylate CC=1NC(=C2C1C(N[C@H](C2)C)=O)C(=O)OCC